(S)-3-(3,5-difluorobenzyl)isoxazolidine FC=1C=C(C[C@@H]2NOCC2)C=C(C1)F